2-(N-(3-acetylphenyl)methylsulfonamido)-N-(2-(phenylthio)phenyl)acetamide tert-butyl-3-((ethylsulfonyl)methyl)azetidine-1-carboxylate C(C)(C)(C)OC(=O)N1CC(C1)CS(=O)(=O)CC.C(C)(=O)C=1C=C(C=CC1)N(S(=O)(=O)C)CC(=O)NC1=C(C=CC=C1)SC1=CC=CC=C1